C12[C@H](CC(C=C1)C2)NC(C2=CC=C(C=C2)Cl)=O N-((2S)-bicyclo[2.2.1]hept-5-en-2-yl)-4-chlorobenzamide